FC1=C(C(=CC=C1C#CC1CN(C1)S(=O)(=O)C)O)N1CC(NS1(=O)=O)=O 5-(2-fluoro-6-hydroxy-3-((1-(methylsulfonyl)azetidin-3-yl)ethynyl)phenyl)-1,2,5-thiadiazolidin-3-one 1,1-dioxide